bis(nonylphenyl)dipentaerythritol diphosphite OP(O)OP(O)O.C(CCCCCCCC)C1=C(C=CC=C1)C(OC(C(CO)(CO)CO)C1=C(C=CC=C1)CCCCCCCCC)C(CO)(CO)CO